NCC1CCCCC1CN 2,3-bis(aminomethyl)-cyclohexane